(E)-3-(3-(3,5-bis(trifluoromethyl)phenyl)-1H-1,2,4-triazol-1-yl)-2-(5-cyanopyridin-3-yl)acrylamide FC(C=1C=C(C=C(C1)C(F)(F)F)C1=NN(C=N1)/C=C(/C(=O)N)\C=1C=NC=C(C1)C#N)(F)F